C(C)(C)(C)OC(=O)N1[C@H]([C@@H](CCCC1)O)CC1=CC=CC=C1 |o1:8,9| tert-butyl-(2S*,3R*)-2-benzyl-3-hydroxyazepane-1-carboxylate